ClC=1C=C(C=CC1C(C)C)NC(C(CCC)C)=O N-[3-chloro-4-(1-methylethyl)-phenyl]-2-methylpentaneamide